CCCCCCCCCCCCCCCC(=O)OC(CCCCCC)CCCCCCCCCCC(=O)O The molecule is a FAHFA obtained by formal condensation of the carboxy group of palmitic acid with the hydroxy group of 12-hydroxystearic acid. It has a role as an anti-inflammatory agent, a hypoglycemic agent and a human metabolite. It is a FAHFA and a long-chain fatty acid. It derives from a hexadecanoic acid and an octadecanoic acid. It is a conjugate acid of a 12-PAHSA(1-).